heptadecan-9-yl 8-((2-hydroxytetradecyl)(3-((4-methoxyphenyl)diphenylmethoxy)-propyl)amino)octanoate OC(CN(CCCCCCCC(=O)OC(CCCCCCCC)CCCCCCCC)CCCOC(C1=CC=CC=C1)(C1=CC=CC=C1)C1=CC=C(C=C1)OC)CCCCCCCCCCCC